8,8-dimethyl-5,6,7,8-tetrahydroimidazo[1,2-a]Pyrazine CC1(C=2N(CCN1)C=CN2)C